C(C1=CC=CC=C1)OC1=C(C=CC(=C1)OCC)C(CBr)=O 1-(2-(benzyloxy)-4-ethoxyphenyl)-2-bromoethanone